6-(6-ethoxy-4-methyl-2-pyridyl)-2-(2,4,6-trimethylphenoxy)pyridin-3-carboxamid C(C)OC1=CC(=CC(=N1)C1=CC=C(C(=N1)OC1=C(C=C(C=C1C)C)C)C(=O)N)C